(S)-2-(3-(acrylamidomethyl)-1-(4-(trifluoromethoxy)phenyl)-1H-pyrazolo[3,4-b]pyridin-4-yl)-2-hydroxyethyl 2-((tert-butoxycarbonyl)amino)acetate C(C)(C)(C)OC(=O)NCC(=O)OC[C@@H](O)C1=C2C(=NC=C1)N(N=C2CNC(C=C)=O)C2=CC=C(C=C2)OC(F)(F)F